Fluorenylmethyloxycarbonyl-beta-alanine C1(=CC=CC=2C3=CC=CC=C3CC12)COC(=O)NCCC(=O)O